(S)-N-(5-(6-(1-hydroxypropyl)-4-methylpyridin-3-yl)thiazolo[4,5-e][1,2,4]triazolo[1,5-a]pyridin-2-yl)acetamide O[C@@H](CC)C1=CC(=C(C=N1)C=1C=2N(C3=C(C1)N=C(S3)NC(C)=O)N=CN2)C